2-[4-[[(3R)-1-Cyclobutyl-3-piperidyl]amino]pyrido[3,4-d]pyridazin-1-yl]-5-(trifluoromethyl)phenol C1(CCC1)N1C[C@@H](CCC1)NC=1N=NC(=C2C1C=NC=C2)C2=C(C=C(C=C2)C(F)(F)F)O